6-(tert-butoxycarbonyl)-2-(2,2-difluoro-1-methylcyclopropane-1-carbonyl)-2,6-diazaspiro[3.4]octane-8-carboxylic acid C(C)(C)(C)OC(=O)N1CC2(CN(C2)C(=O)C2(C(C2)(F)F)C)C(C1)C(=O)O